BrC=1C(=CC(=C(C1)C(CN1N=CN=N1)=O)Cl)OC 1-(5-bromo-2-chloro-4-methoxyphenyl)-2-(2H-tetrazol-2-yl)ethan-1-one